C(C)C1OCCC(O1)CC 2,4-diethyl-1,3-dioxane